BrC=1N=CC(N(C1)CC1(C(CN(CC1)C(=O)OC(C)(C)C)(C)C)O)=O tert-Butyl 4-((5-bromo-2-oxopyrazin-1(2H)-yl)methyl)-4-hydroxy-3,3-dimethylpiperidine-1-carboxylate